N1[13C](=O)NC(=O)C(C)=C1 thymine-13C